O1CCN(C2=C1C=CC=C2)CC(=O)O 2-(2,3-dihydro-1,4-benzoxazin-4-yl)acetic acid